N-isopropyl-6-(trifluoromethoxy)-8-[4-(trifluoromethyl)phenyl]quinoline-3-carboxamide C(C)(C)NC(=O)C=1C=NC2=C(C=C(C=C2C1)OC(F)(F)F)C1=CC=C(C=C1)C(F)(F)F